(Z)-N-(3-(2-isopropylphenyl)-4-keto-6-phenyl-3,4-dihydro-2H-1,3-thiazin-2-ylidene)-2-naphthamide C(C)(C)C1=C(C=CC=C1)N1/C(/SC(=CC1=O)C1=CC=CC=C1)=N/C(=O)C1=CC2=CC=CC=C2C=C1